N-(1'-(6-methyl-2-(2,2,2-trifluoroethoxy)pyrimidin-4-yl)-1',2'-dihydrospiro[cyclopropane-1,3'-pyrrolo[3,2-c]pyridin]-6'-yl)acetamide CC1=CC(=NC(=N1)OCC(F)(F)F)N1CC2(C=3C=NC(=CC31)NC(C)=O)CC2